2'-chloro-N-(5-(4-hydroxypiperidin-1-yl)thiazolo[5,4-b]pyridin-2-yl)-5'-deuteromethoxy-6-methyl-[4,4'-bipyridine]-3-carboxamide ClC1=NC=C(C(=C1)C1=C(C=NC(=C1)C)C(=O)NC=1SC2=NC(=CC=C2N1)N1CCC(CC1)O)OC[2H]